4-[[(2S,3S,4S,5R)-3-(3,4-Difluoro-2-methoxy-phenyl)-4,5-dimethyl-5-(trifluoromethyl)tetrahydrofuran-2-carbonyl]amino]-6-fluoro-pyridin-2-carboxamid FC=1C(=C(C=CC1F)[C@H]1[C@H](O[C@]([C@H]1C)(C(F)(F)F)C)C(=O)NC1=CC(=NC(=C1)F)C(=O)N)OC